3-[[2-[4-(4-ethoxy-6-oxo-1H-pyridin-3-yl)-2-fluoro-phenyl]acetyl]amino]-N-(2-methoxyethyl)-5-(trifluoromethyl)benzamide C(C)OC=1C(=CNC(C1)=O)C1=CC(=C(C=C1)CC(=O)NC=1C=C(C(=O)NCCOC)C=C(C1)C(F)(F)F)F